C1(=CC=CC=C1)CNC(=S)NC=1C=C(C(=O)N)C=CC1 3-[[[(phenylmethyl)amino]thioxomethyl]amino]-benzamide